O=C1NC(CCC1N1C(C2=CC=CC(=C2C1)OCCCCCCCCN1CCN(CC1)C1CCN(CC1)C1=NC=C(C(=O)N2CCC(CC2)CCCCNC(\C=C\C=2C=NC=CC2)=O)C=C1)=O)=O (E)-N-(4-(1-(6-(4-(4-(8-((2-(2,6-dioxopiperidin-3-yl)-1-oxoisoindolin-4-yl)oxy)octyl)piperazin-1-yl)piperidin-1-yl)nicotinoyl)piperidin-4-yl)butyl)-3-(pyridin-3-yl)acrylamide